Cl.C(C)OC([C@@H](C[C@@H](CC1=CC=C(C=C1)C1=CC=CC=C1)N)C)=O (2R,4S)-4-amino-5-(biphenyl-4-yl)-2-methylpentanoic acid ethyl ester hydrochloride